FC(C(C(C(F)(F)F)(F)F)(F)F)(S(=O)(=O)[O-])F.C(C)(C)(C)C1=CC=C(C=C1)[SH2+] (4-tert-butylphenyl)sulfonium perfluoro-1-butanesulfonate